(R)-N-(4-(3-(pyridin-4-yl)phenyl)thiazol-2-yl)azetidine-2-carboxamide hydrochloride Cl.N1=CC=C(C=C1)C=1C=C(C=CC1)C=1N=C(SC1)NC(=O)[C@@H]1NCC1